ClC=1C=C(C=C(C1)Cl)N1CCN(CC1)S(=O)(=O)C1=CC=C(C=C1)NC(C1=C(C=CC(=C1)I)N(S(=O)(=O)C)C)=O N-[4-[4-(3,5-dichlorophenyl)piperazin-1-yl]sulfonylphenyl]-5-iodo-2-[methyl(methyl-sulfonyl)amino]benzamide